OC1=CC=C(CN2C(=NC=C2)S)C=C1 1-(4-hydroxybenzyl)imidazole-2-thiol